4-{8-[5-(difluoromethyl)-6-methylpyridin-3-yl]-5-[4-(dimethylamino)piperidin-1-yl]imidazo[1,2-c]pyrimidin-7-yl}benzonitrile FC(C=1C=C(C=NC1C)C=1C=2N(C(=NC1C1=CC=C(C#N)C=C1)N1CCC(CC1)N(C)C)C=CN2)F